(3R)-4-(7-((4-methoxybenzyl)oxy)-3-(3-methyl-1-(tetrahydro-2H-pyran-2-yl)-1H-pyrazol-5-yl)isothiazolo[4,5-b]Pyridin-5-yl)-3-methylmorpholine COC1=CC=C(COC2=C3C(=NC(=C2)N2[C@@H](COCC2)C)C(=NS3)C3=CC(=NN3C3OCCCC3)C)C=C1